C(C)(C)(C)OC(=O)N1[C@H](C[C@@H](C1)C1(CC1)C1=CC=CC=C1)C(=O)O (2R,4R)-1-(tert-butoxycarbonyl)-4-(1-phenylcyclopropyl)pyrrolidine-2-carboxylic acid